CN1C(=CC=2C(N(CCC21)CCNC2=NC=CC1=CC=C(C=C21)C2=NOC(=N2)C)=O)C(=O)OC(C)C Propan-2-yl 1-methyl-5-(2-{[7-(5-methyl-1,2,4-oxadiazol-3-yl)isoquinolin-1-yl]amino}ethyl)-4-oxo-1H,4H,5H,6H,7H-pyrrolo[3,2-c]pyridine-2-carboxylate